CC=1NC(C2=C(N1)C=NC(=C2)N2CCCCC2)=O 2-methyl-6-(piperidin-1-yl)pyrido[3,4-d]pyrimidin-4(3H)-one